2,5-dichloro-N-(2-(isopropylthio)phenyl)pyrimidine-4-amine ClC1=NC=C(C(=N1)NC1=C(C=CC=C1)SC(C)C)Cl